urethane Bismethacrylate C(C(=C)C)(=O)O.C(C(=C)C)(=O)O.NC(=O)OCC